N1=C(C=CC(=C1)S(=O)(=O)N)C=1C=NC=CC1 [2,3'-BIPYRIDINE]-5-SULFONAMIDE